(R)-N-(1-(3-(difluoromethyl)-2-fluorophenyl)ethyl)-7-(2-(dimethylamino)ethoxy)-2-methyl-6-(1-methylpiperidin-4-yl)pyrido[2,3-d]pyrimidin-4-amine FC(C=1C(=C(C=CC1)[C@@H](C)NC=1C2=C(N=C(N1)C)N=C(C(=C2)C2CCN(CC2)C)OCCN(C)C)F)F